5-[3-[1-[(3,3-Difluorocyclobutyl)methyl]pyrazol-4-yl]-5-iodo-quinoxalin-6-yl]oxy-2-nitro-aniline FC1(CC(C1)CN1N=CC(=C1)C=1C=NC2=CC=C(C(=C2N1)I)OC=1C=CC(=C(N)C1)[N+](=O)[O-])F